COC1=CC=C(C=C1)C(=O)C1=NC=C(C=C1)C (4-methoxyphenyl)(5-methylpyridin-2-yl)methanone